C(C)(=O)OC(C(=O)NC1CCCC1)[C@H](C[C@H]1C(NCC1)=O)NC(=O)OC(C)(C)C (3S)-3-((tert-butoxycarbonyl)amino)-1-(cyclopentylamino)-1-oxo-4-((S)-2-oxopyrrolidin-3-yl)butan-2-yl acetate